2-{[(1R)-1-(4-Chlorophenyl)-2-[(4-chlorophenyl)methyl]-5-(2-hydroxypropan-2-yl)-3-oxo-2,3-dihydro-1H-isoindol-1-yl]oxy}-N,N-dimethylacetamid ClC1=CC=C(C=C1)[C@@]1(N(C(C2=CC(=CC=C12)C(C)(C)O)=O)CC1=CC=C(C=C1)Cl)OCC(=O)N(C)C